N-[2-(1-benzylpiperidin-4-yl)ethyl]-4-[3-(trifluoromethyl)phenyl]piperidine-1-carboxamide C(C1=CC=CC=C1)N1CCC(CC1)CCNC(=O)N1CCC(CC1)C1=CC(=CC=C1)C(F)(F)F